(3R,4S)-3-fluoro-4-hydroxypyrrolidine-1-carboxylate F[C@@H]1CN(C[C@@H]1O)C(=O)[O-]